1-(4-((4-((2-(2-hydroxypropan-2-yl)-4-(imidazo[1,2-b]pyridazin-6-yloxy)phenyl)amino)-7-methoxyquinazoline-6-yl)oxy)piperidin-1-yl)prop-2-en-1-one OC(C)(C)C1=C(C=CC(=C1)OC=1C=CC=2N(N1)C=CN2)NC2=NC=NC1=CC(=C(C=C21)OC2CCN(CC2)C(C=C)=O)OC